N[C@@H]1CN(CC1)C=1OC=C(N1)C(=O)NC=1C=C2C(=NC1C1CC1)N=C(O2)N2CCOCC2 (S)-2-(3-aminopyrrolidin-1-yl)-N-(5-cyclopropyl-2-morpholinyloxazolo[4,5-b]pyridin-6-yl)oxazole-4-carboxamide